1'-(methylsulfonyl)-1',2'-dihydro-4H-spiro[cyclohexane-1,3'-pyrrolo[2,3-b]pyridin]-4-one CS(=O)(=O)N1CC2(C=3C1=NC=CC3)CCC(CC2)=O